C(CCCCCCCCC)(=O)OC[C@@H]([C@@H](C(=O)OCC=1C(=C(C=CC1)[C@H](C)C=1N=CN(C1)C(=O)OC(C)(C)C)C)CC)CC1=CN=CN1C tert-Butyl 4-((S)-1-(3-((((2S,3R)-4-(decanoyloxy)-2-ethyl-3-((1-methyl-1H-imidazol-5-yl)methyl)butanoyl)oxy)methyl)-2-methylphenyl)ethyl)-1H-imidazole-1-carboxylate